C12(CNCC2C1)NC=1C2=C(N=CN1)C(=CC(=N2)C2=CC=C(C=C2)CN2CCOCC2)C(=O)N 4-((3-azabicyclo[3.1.0]hexan-1-yl)amino)-6-(4-(morpholinomethyl)phenyl)pyrido[3,2-d]pyrimidine-8-carboxamide